NC1=NC=C(C2=C1C(=NN2[C@H]2C[C@@H](N(C2)C(C=C)=O)COC)C#CC2=C(C(=CC(=C2)OC)OC)F)C=2SC=CN2 1-((2R,4S)-4-(4-amino-3-((2-fluoro-3,5-dimethoxyphenyl)ethynyl)-7-(thiazol-2-yl)-1H-pyrazolo[4,3-c]pyridin-1-yl)-2-(methoxymethyl)pyrrolidin-1-yl)prop-2-en-1-one